CN1C(C2C34C5CC(=CCC5C(C2C1=O)C4)C3)=O 4-methyl-4-aza-pentacyclo[9.2.1.11,7.02,6.08,13]-10-pentadecene-3,5-dione